C(C)OC(C(C(=O)C(F)F)Cl)=O 2-chlorodifluoroacetoacetic acid ethyl ester